COC=1C=C(C=C2CCN(C(C12)=O)CC(F)(F)F)C1=CN=C2N1C=CC(=C2)OCC=2N(C=NC2)C 8-methoxy-6-[7-[(3-methylimidazol-4-yl)methoxy]imidazo[1,2-a]pyridin-3-yl]-2-(2,2,2-trifluoroethyl)-3,4-dihydroisoquinolin-1-one